C(#N)C1=CC=C(CC2C(N(CC2)C2=CC=C(C=C2)C2=CC=NC=C2)=O)C=C1 3-(4-cyanobenzyl)-1-(4-(pyridin-4-yl)phenyl)pyrrolidin-2-one